BrC1=CC(=C(C(=C1)C(=O)N1CCCCC1)N[C@H]1[C@H](CCCC1)NC(=O)C1=CN=CC2=CC=CC=C12)[N+](=O)[O-] N-((1S,2R)-2-((4-bromo-2-nitro-6-(piperidine-1-carbonyl)phenyl)amino)cyclohexyl)isoquinoline-4-carboxamide